8-propoxy-2-(tetrahydro-2H-pyran-4-yl)imidazo[1,2-a]pyrazine C(CC)OC=1C=2N(C=CN1)C=C(N2)C2CCOCC2